N-[3-methyl-2-[[2-methyl-4-(4-methylimidazol-1-yl)phenyl]sulfonylamino]phenyl]carbamic acid tert-butyl ester C(C)(C)(C)OC(NC1=C(C(=CC=C1)C)NS(=O)(=O)C1=C(C=C(C=C1)N1C=NC(=C1)C)C)=O